C1(CCCCC1)[C@H]1N(C[C@H](CC1)C)C(C(=O)NC1=NC=CC=C1C(=O)N)=O [[2-[(2S,5S)-2-cyclohexyl-5-methyl-1-piperidyl]-2-oxo-acetyl]amino]pyridine-3-carboxamide